5-bromo-7-[(2R,4S,5R)-4-[tert-butyl(dimethyl)silyl]oxy-5-vinyl-tetrahydrofuran-2-yl]pyrrolo[2,3-d]pyrimidin-4-amine BrC1=CN(C=2N=CN=C(C21)N)[C@@H]2O[C@@H]([C@H](C2)O[Si](C)(C)C(C)(C)C)C=C